ClC1=C(C=C2C=C(N=CC2=C1)NC(=O)C1C(C1C1=NC=CC=C1)CC)N1CCN(CC1)C1(COCC1F)C N-[7-chloro-6-[4-(4-fluoro-3-methyl-tetrahydrofuran-3-yl)piperazin-1-yl]-3-isoquinolyl]-2-ethyl-3-(2-pyridyl)cyclopropanecarboxamide